C1(CCCC1)N1N=C(C=C1C1=C(C=CC=C1)CC)C(=O)N[C@H](CC(=O)O)CCN1CC(CCC1)(F)F (3S)-3-{[1-cyclopentyl-5-(2-ethylphenyl)-1H-pyrazol-3-yl]formamido}-5-(3,3-difluoropiperidin-1-yl)pentanoic acid